FC=1C(=NC=C(C1)N1CC(N(CC1)CC1=CC=2NC(N(C(C2S1)=O)C)=O)=O)C(=O)NC 3-fluoro-N-methyl-5-(4-((3-methyl-2,4-dioxo-1,2,3,4-tetrahydrothieno[3,2-d]pyrimidin-6-yl)methyl)-3-oxopiperazin-1-yl)picolinamide